dodecanoyl-L-glutamic acid C(CCCCCCCCCCC)(=O)N[C@@H](CCC(=O)O)C(=O)O